(±)-trans-N-[3-(6-fluoropyridin-3-yl)phenyl]-4-phenylpyrrolidine-3-carboxamide FC1=CC=C(C=N1)C=1C=C(C=CC1)NC(=O)[C@@H]1CNC[C@H]1C1=CC=CC=C1 |r|